ClC=1C(=C(CNC(CN(C(CN2N=C(C3=CC=C(C=C23)OCC#N)C(=O)N)=O)C2CC2)=O)C=CC1)F 1-(2-((2-(3-chloro-2-fluorobenzylamino)-2-oxoethyl)(cyclopropyl)amino)-2-oxoethyl)-6-(cyanomethoxy)-1H-indazole-3-carboxamide